CNC1=CC(=CC(=C1)Br)Br N-methyl-3,5-dibromoaniline